2-[5-(4-Ethoxyphenyl)-1H-pyrazol-4-yl]-1-methyl-2,3-dihydroquinazolin-4-one C(C)OC1=CC=C(C=C1)C1=C(C=NN1)C1N(C2=CC=CC=C2C(N1)=O)C